CN(C(OC(C)(C)C)=O)[C@@H]1CC[C@@H](CC1)C(=O)C=1N=C(OC1C)[Si](C(C)C)(C(C)C)C(C)C cis-tert-butyl methyl(4-(5-methyl-2-(triisopropylsilyl)oxazole-4-carbonyl)cyclohexyl)carbamate